1-(5-((4-(3,4-dichloropyridin-2-yl)piperidin-1-yl)methyl)-1-oxoisoindolin-2-yl)dihydropyrimidine-2,4(1H,3H)-dione ClC=1C(=NC=CC1Cl)C1CCN(CC1)CC=1C=C2CN(C(C2=CC1)=O)N1C(NC(CC1)=O)=O